(1S,3S,5R)-5-(hydroxymethyl)-2-((4-phenoxybenzoyl)glycyl)-2-azabicyclo-[3.1.0]Hexane-3-carboxylic acid methyl ester COC(=O)[C@H]1N([C@H]2C[C@]2(C1)CO)C(CNC(C1=CC=C(C=C1)OC1=CC=CC=C1)=O)=O